l-1-(diphenylamino)-N-(5-(2-mercaptoacetylamino)pentyl)pyrimidine-5-carboxamide C1(=CC=CC=C1)N(N1CN=CC(=C1)C(=O)NCCCCCNC(CS)=O)C1=CC=CC=C1